P(=O)(O[C@H]1O[C@@]([C@@H]([C@@H]1O)O)(C#N)C1=CC=C2C(=NC=NN21)N)(OC)O[C@@H](COCC2=C(C=C(C=C2)C#N)F)CCCCCCCCCCCCCCCCCCC ((2R,3S,4R,5R)-5-(4-aminopyrrolo[2,1-f][1,2,4]triazin-7-yl)-5-cyano-3,4-dihydroxytetrahydrofuran-2-yl) methyl ((R)-1-((4-cyano-2-fluorobenzyl) oxy) heneicosan-2-yl) phosphate